ClC1=NC=C(C(=C1)N1CC=C(C=C1C)OCC1=CC=C(C=C1)OC)C 2'-chloro-4-[(4-methoxyphenyl)methoxy]-5',6-dimethyl-1,4'-bipyridin